4-((1R,3R,4R)-3-hydroxy-4-methylcyclohexylamino)-2-((1r,4R)-4-(2,2,2-trifluoroethoxy)cyclohexylamino)pyrimidine-5-carboxamide O[C@@H]1C[C@@H](CC[C@H]1C)NC1=NC(=NC=C1C(=O)N)NC1CCC(CC1)OCC(F)(F)F